tert-butyl(8-(4-(4-cyano-3-fluorophenyl)-5-(5-Fluoro-3-pentylbenzo[d]isoxazol-6-yl)thiophene-2-carbonyl)-8-azabicyclo[3.2.1]octan-3-yl)carbamate C(C)(C)(C)OC(NC1CC2CCC(C1)N2C(=O)C=2SC(=C(C2)C2=CC(=C(C=C2)C#N)F)C2=CC1=C(C(=NO1)CCCCC)C=C2F)=O